C(C)C=1C(=C(C(=C(C1F)F)F)C1=CC2=C(OC(C(N2CC#C)=O)(F)F)C=C1F)F 6-(3-ethyl-2,4,5,6-tetrafluorophenyl)-2,2,7-trifluoro-4-(prop-2-yn-1-yl)-2H-benzo[b][1,4]oxazin-3(4H)-one